2,4-hexadiyne-1,6-diol C(C#CC#CCO)O